CNCC=1N=C(SC1C1CCOCC1)C1=CN=C(C2=CC(=CC=C12)C1=C(C=NC=C1)OC)N 4-(4-((methylamino)methyl)-5-(tetrahydro-2H-pyran-4-yl)thiazole-2-yl)-7-(3-methoxypyridin-4-yl)isoquinolin-1-amine